1-[6-(2-hydroxyphenyl)pyridazin-4-yl]-4-phenoxy-N-[2-(piperazin-1-yl)ethyl]piperidine-4-carboxamide OC1=C(C=CC=C1)C1=CC(=CN=N1)N1CCC(CC1)(C(=O)NCCN1CCNCC1)OC1=CC=CC=C1